(S)-quinuclidin-3-yl (5-(3,4-dimethylphenyl)-2,2-dimethyl-2,3-dihydro-1H-inden-1-yl)carbamate CC=1C=C(C=CC1C)C=1C=C2CC(C(C2=CC1)NC(O[C@@H]1CN2CCC1CC2)=O)(C)C